N1(CCNCC1)C(=O)O piperazine-1-carboxylic acid